O(C1=CC=CC=C1)C1=CC=C(C=C1)CC/C=C/C1=CC=C2CCC(C2=C1)=O 6-((1E)-4-(4-phenoxyphenyl)but-1-en-1-yl)-2,3-dihydro-1H-inden-1-one